4-naphthyl-ethanone 2-[[2-(4-Hydroxyanilino)-2-oxo-ethyl]sulfamoyl]-N-[(4-methylphenyl)methyl]benzamide salt OC1=CC=C(NC(CNS(=O)(=O)C2=C(C(=O)NCC3=CC=C(C=C3)C)C=CC=C2)=O)C=C1.C1=CC=C(C2=CC=CC=C12)C(C)=O